4-(benzothiazol-2-yl)-N,N-dimethylaniline S1C(=NC2=C1C=CC=C2)C2=CC=C(N(C)C)C=C2